3-Chloro-2,5-difluoro-4-iodo-benzoic acid ClC=1C(=C(C(=O)O)C=C(C1I)F)F